6-chloro-1-[4-(methoxymethyl)-6-(3-methoxytetrahydrofuran-3-yl)-2-pyridyl]-3-methyl-pyrrolo[3,2-c]pyridine ClC1=CC2=C(C=N1)C(=CN2C2=NC(=CC(=C2)COC)C2(COCC2)OC)C